FC=1C=C(C=CC1)N1[C@H]2[C@@H](CCC1)N(CC2)C2=NC=CC(=C2)N2CCC(CC2)CCO 2-(1-{2-[(3aR,7aR)-4-(3-fluorophenyl)-hexahydro-2H-pyrrolo[3,2-b]pyridin-1-yl]pyridin-4-yl}piperidin-4-yl)ethanol